C(C1=CC=CC=C1)OC1=CC=C(C=N1)C1CN(CCC1F)[C@H](C(=O)NC1=NC=C(C=C1)OCC1CC1)C (2S)-2-(3-(6-(benzyloxy)pyridin-3-yl)-4-fluoropiperidin-1-yl)-N-(5-(cyclopropylmethoxy)pyridin-2-yl)propanamide